3-(4-chloro-1-oxo-5-(((1S,2S)-2-(3-phenylazetidin-1-yl)cyclohexyl)oxy)isoindolin-2-yl)piperidine-2,6-dione ClC1=C2CN(C(C2=CC=C1O[C@@H]1[C@H](CCCC1)N1CC(C1)C1=CC=CC=C1)=O)C1C(NC(CC1)=O)=O